CC1(C(COC1)C1=C(C=C(C=C1)F)C(C(=O)OC(C)(C)C)N1CC(C1)OCCCCCC1=NC=2NCCCC2C=C1)C tert-butyl 2-(2-(4,4-dimethyltetrahydrofuran-3-yl)-5-fluorophenyl)-2-(3-((5-(5,6,7,8-tetrahydro-1,8-naphthyridin-2-yl)pentyl)oxy)azetidin-1-yl)acetate